2-phenyl-3-(phenylsulfonyl)quinoline C1(=CC=CC=C1)C1=NC2=CC=CC=C2C=C1S(=O)(=O)C1=CC=CC=C1